C(C)C(CC(C(=O)O)(C)S)CCCC 2-ethylhexyl-mercaptopropionic acid